2-phenyl-4,5-dihydroxymethyl-imidazole tert-butyl-4-(((4-bromopyridin-2-yl)amino)methyl)piperidine-1-carboxylate C(C)(C)(C)OC(=O)N1CCC(CC1)CNC1=NC=CC(=C1)Br.C1(=CC=CC=C1)C=1NC(=C(N1)CO)CO